C(C)(C)(C)C=1SC=C(N1)C(=O)Cl 2-(t-butyl)thiazole-4-carbonylchloride